2-((3,5-dichloro-2-fluoro-4-(2-fluoro-4-hydroxy-3-isopropylbenzyl)phenyl)amino)-N-((1R,2S)-2-fluorocyclopropyl)acetamide ClC=1C(=C(C=C(C1CC1=C(C(=C(C=C1)O)C(C)C)F)Cl)NCC(=O)N[C@H]1[C@H](C1)F)F